8,8'-((3-((8-(dodecyloxy)-8-carbonyloctyl)(3-hydroxypropyl)amino)propyl)azanediyl)dioctanoate C(CCCCCCCCCCC)OC(CCCCCCCN(CCCN(CCCCCCCC(=O)[O-])CCCCCCCC(=O)[O-])CCCO)=C=O